tert-butyl ((S)-8-((5-bromo-2-ethoxyphenyl)sulfonyl)-1-oxa-8-azaspiro[4.5]decan-3-yl)((S)-3-(3-(cyclopropylsulfonyl)phenoxy)-2-hydroxypropyl)carbamate BrC=1C=CC(=C(C1)S(=O)(=O)N1CCC2(C[C@@H](CO2)N(C(OC(C)(C)C)=O)C[C@@H](COC2=CC(=CC=C2)S(=O)(=O)C2CC2)O)CC1)OCC